OCCOC1=CC=C(C=C1)C(C1=CC=CC=C1)(C1=CC=CC=C1)C1=CC=C(C=C1)OCCO bis[4-(hydroxyethoxy)phenyl]diphenylmethane